C1(=CC=CC=C1)CON1[C@@H]2CC[C@H](N(C1=O)C2)C(NC(=O)C2=NC=C(C=C2)C(F)(F)F)=N N-(((2S,5R)-6-(phenylmethyloxy)-7-oxo-1,6-diazabicyclo[3.2.1]oct-2-yl)(imino)methyl)-5-(trifluoromethyl)pyridinecarboxamide